CC1OCSC1 2-methyl-1,4-oxathiolane